2'-chloro-7'-(4-phenoxyphenyl)spiro[cyclopropane-1,5'-pyrrolo[2,3-d]pyrimidine]-6'-one ClC=1N=CC2=C(N1)N(C(C21CC1)=O)C1=CC=C(C=C1)OC1=CC=CC=C1